ClC1=C(C=CC=C1)C=1N=C(SC1)NC(C1=CC=C(C=C1)N1CCN(CC1)S(=O)(=O)C)=O N-[4-(2-chlorophenyl)thiazol-2-yl]-4-(4-methylsulfonylpiperazin-1-yl)benzamide